2-chloro-5-[3-[chloro(difluoro)methyl]-5-(1H-1,2,4-triazol-3-ylmethyl)-pyrazol-1-yl]-3-fluoro-pyridine ClC1=NC=C(C=C1F)N1N=C(C=C1CC1=NNC=N1)C(F)(F)Cl